C(C)(C)(C)OC(=O)NC[C@@H]1CC[C@H](CC1)CN1CCN(CC1)C(=O)OCC1=CC=CC=C1 trans-benzyl 4-(((1r,4r)-4-(((tert-butoxycarbonyl)amino)methyl)cyclohexyl)methyl)piperazine-1-carboxylate